COC=1N=CC=C2C1N(C=C2C2=C(OCC1=CC=C(C(=O)[O-])C=C1)C=C(C(=C2)[N+](=O)[O-])C)C 4-(2-(7-methoxy-1-methyl-1H-pyrrolo[2,3-c]pyridin-3-yl)-5-methyl-4-nitrophenoxy Methyl)benzoate